(R)-4-Phenyl-1-((1-(2-phenylpiperazine-1-carbonyl)piperidin-4-yl)methyl)pyridin-2(1H)-one C1(=CC=CC=C1)C1=CC(N(C=C1)CC1CCN(CC1)C(=O)N1[C@@H](CNCC1)C1=CC=CC=C1)=O